(R)-1-(methylsulfonyl)pyrrolidin-3-amine CS(=O)(=O)N1C[C@@H](CC1)N